BrC=1OCOC1 4-bromo-1,3-dioxol